CC1(OB(OC1(C)C)CCCC[C@]12N([C@@H](OC1=O)C(Cl)(Cl)Cl)CCC2)C (3S,7aR)-7a-(4-(4,4,5,5-tetramethyl-1,3,2-dioxaborolan-2-yl)butyl)-3-(trichloromethyl)tetrahydropyrrolo[1,2-c]oxazol-1(3H)-one